NC=1C=CC(=C2CN(C(C12)=O)CC(=C)C(N)=O)C=1C=C2C(=NN(C2=CC1)C(=O)OC(C)(C)C)C1=CC(=C(C(=O)O)C=C1)OC 4-[5-[7-amino-2-(2-carbamoylallyl)-1-oxo-isoindolin-4-yl]-1-tert-butoxycarbonyl-indazol-3-yl]-2-methoxy-benzoic acid